ClC1=NN=C2N1C1=CC=CC=C1C(=N2)N(C)C2=CC(=CC=C2)C#CC(C)(C)OC chloro-N-(3-(3-methoxy-3-methylbut-1-yn-1-yl)phenyl)-N-methyl-[1,2,4]triazolo[4,3-a]quinazolin-5-amine